3-(6-bromopyridin-2-yl)-6-cyclopropylimidazo[1,2-a]pyridine BrC1=CC=CC(=N1)C1=CN=C2N1C=C(C=C2)C2CC2